4-([1,2,4]triazolo[1,5-a]pyrazin-6-yl)-5-(trifluoromethyl)pyridin-2-amine hydrochloride Cl.N=1C=NN2C1C=NC(=C2)C2=CC(=NC=C2C(F)(F)F)N